4-((5-bromo-1,3,4-thiadiazol-2-yl)methyl)-6-propyl-4,6-diazaspiro[2.4]heptane-5,7-dione BrC1=NN=C(S1)CN1C2(CC2)C(N(C1=O)CCC)=O